8-hydroxy-2-((4-(methylsulfonyl)phenyl)amino)quinazoline-7-carbonitrile OC=1C(=CC=C2C=NC(=NC12)NC1=CC=C(C=C1)S(=O)(=O)C)C#N